(1R,2S,5S)-6,6-dimethyl-3-[(2S)-3-pyrrolidin-1-yl-2-[(2,2,2-trifluoroacetyl)amino]propanoyl]-3-azabicyclo[3.1.0]hexane-2-carboxylic acid CC1([C@H]2CN([C@@H]([C@@H]12)C(=O)O)C([C@H](CN1CCCC1)NC(C(F)(F)F)=O)=O)C